1,4-bis-tert-butylperoxy-diisopropylbenzene C(C)(C)(C)OOC1=C(C(=C(C=C1)OOC(C)(C)C)C(C)C)C(C)C